[Cl-].CN1C=[N+](C=C1)CC=C 1-methyl-3-(2-propen-1-yl)-1H-imidazolium chloride